COC(CN1C=C(C=CC1=O)NC(=O)[C@@H]1CN(CCC1)C(=O)OC(C)(C)C)=O tert-butyl (S)-3-((1-(2-methoxy-2-oxoethyl)-6-oxo-1,6-dihydropyridin-3-yl)carbamoyl)piperidine-1-carboxylate